ClC=1C=C2C(=NC(=NC2=C(C1C1=C(C(=CC(=N1)N(CC1=CC=C(C=C1)OC)CC1=CC=C(C=C1)OC)C)C(F)(F)F)F)F)N1[C@H](COCC1)C 6-(6-chloro-2,8-difluoro-4-((S)-3-methylmorpholino)quinazolin-7-yl)-N,N-bis(4-methoxybenzyl)-4-methyl-5-(trifluoromethyl)pyridin-2-amine